5,5'-diallyl-2'-hydroxy-[1,1'-biphenyl]-2-yl (E)-3-(p-tolyl)acrylate C1(=CC=C(C=C1)/C=C/C(=O)OC1=C(C=C(C=C1)CC=C)C1=C(C=CC(=C1)CC=C)O)C